1-azabicyclo[2.2.2]oct-3-yl {2-[2-fluoro-5-(2-methylpropyl)phenyl]propan-2-yl}carbamate FC1=C(C=C(C=C1)CC(C)C)C(C)(C)NC(OC1CN2CCC1CC2)=O